FC(CC(CC)(F)F)(F)F 1,1,1,3,3-pentafluoropentane